CC(C(C(=O)[O-])=C(CCOC(NCCCCCCNC(OCCC=C(C(=O)[O-])C)=O)=O)C)C Trimethyl-4,13-dioxo-3,14-dioxa-5,12-diazahexadecane-1,16-diyldimethacrylate